N-octanoyl-dopamine C(CCCCCCC)(=O)NCCC1=CC(O)=C(O)C=C1